CN(CCCOCCCN(C)C)C 3-dimethylaminopropyl ether